n-methyl-2-(4-(3-methyl-2-(2-(4-methylpiperazin-1-yl)pyridin-4-yl)-1H-indol-5-yl)piperidin-1-yl)ethan-1-amine CNCCN1CCC(CC1)C=1C=C2C(=C(NC2=CC1)C1=CC(=NC=C1)N1CCN(CC1)C)C